7-Methoxy-3-methyl-1-(2-methyl-2H-pyrazol-3-yl)-8-(1-methyl-1H-pyrazol-4-yl)-1,3-dihydroimidazo[4,5-c]quinolin-2-one COC=1C(=CC=2C3=C(C=NC2C1)N(C(N3C=3N(N=CC3)C)=O)C)C=3C=NN(C3)C